Methyl (S)-5-(2-(2-chlorophenyl)pyrrolidin-1-yl)pyrazine-2-carboxylate ClC1=C(C=CC=C1)[C@H]1N(CCC1)C=1N=CC(=NC1)C(=O)OC